2-cyclopropyl-6-methyl-4-(4,4,5,5-tetramethyl-1,3,2-dioxaborolan-2-yl)pyridine C1(CC1)C1=NC(=CC(=C1)B1OC(C(O1)(C)C)(C)C)C